Tert-butyl (1-(1-(2,3-dichlorophenyl)-2-methyl-6-oxo-1,6-dihydropyrimidin-4-yl)-4-methylpiperidin-4-yl)carbamate ClC1=C(C=CC=C1Cl)N1C(=NC(=CC1=O)N1CCC(CC1)(C)NC(OC(C)(C)C)=O)C